C(C)OC(=O)C=1C=C(NC1C1=C(C=CC=C1)[N+](=O)[O-])C1=CC(=CC=C1)F (3-fluorophenyl)-5-(2-nitrophenyl)Azole-4-carboxylic acid ethyl ester